O=C1CC[C@H](N1)C(=O)OC (S)-Methyl 5-oxopyrrolidine-2-carboxylate